1-(2-bromoethyl)-3-methylbenzene BrCCC1=CC(=CC=C1)C